OC[C@@H](C)NC1=NC(=CC(=C1)C=1C=C(C=CC1C)NC(=O)N1C[C@@H](CC1)OC(F)(F)F)N1CCOCC1 (3R)-N-[3-(2-[[(2R)-1-hydroxypropan-2-yl]amino]-6-(morpholin-4-yl)pyridin-4-yl)-4-methylphenyl]-3-(trifluoromethoxy)pyrrolidine-1-carboxamide